6-bromo-1-((5-fluoropyridin-2-yl)methyl)-2-oxo-N-(spiro[3.3]heptan-2-yl)-1,2-dihydro-1,8-naphthyridine-3-carboxamide BrC=1C=C2C=C(C(N(C2=NC1)CC1=NC=C(C=C1)F)=O)C(=O)NC1CC2(C1)CCC2